N-[N-[3-(3-methoxy-4-hydroxyphenyl)propyl]-L-alpha-asparaginyl]-L-phenylalanine COC=1C=C(C=CC1O)CCCN[C@@H](CC(=O)N[C@@H](CC1=CC=CC=C1)C(=O)O)C(N)=O